2-(2-azaspiro[3.3]heptane-6-ylmethyl)-5-[1-(trifluoromethyl)cyclopropyl]-1,3,4-oxadiazole C1NCC12CC(C2)CC=2OC(=NN2)C2(CC2)C(F)(F)F